2,2'-azobis(2-methyl-N-(2-hydroxyethyl)propionamide) N(=NC(C(=O)NCCO)(C)C)C(C(=O)NCCO)(C)C